5-[1-(5-amino-2-pyridyl)-3-(trifluoromethyl)pyrazol-4-yl]-N-[3-chloro-4-(3,6-diazabicyclo[3.1.1]heptane-6-carbonyl)phenyl]-1-methyl-imidazole-2-carboxamide NC=1C=CC(=NC1)N1N=C(C(=C1)C1=CN=C(N1C)C(=O)NC1=CC(=C(C=C1)C(=O)N1C2CNCC1C2)Cl)C(F)(F)F